FC1=CC(=C2C=CNC2=C1)F 6,4-difluoroindole